(4-fluoro-3-(4-methoxy-4-oxobutoxy)phenyl)boronic acid FC1=C(C=C(C=C1)B(O)O)OCCCC(=O)OC